tert-butyl (1-(4-(7-cyano-4-(morpholinomethyl)quinolin-2-yl)phenyl)propan-2-yl)carbamate C(#N)C1=CC=C2C(=CC(=NC2=C1)C1=CC=C(C=C1)CC(C)NC(OC(C)(C)C)=O)CN1CCOCC1